(S)-2-(3-(2-(dimethylamino)ethyl)-5-methyl-6-oxopyridazin-1(6H)-yl)-4-methylpentanoic acid methyl ester COC([C@H](CC(C)C)N1N=C(C=C(C1=O)C)CCN(C)C)=O